1-[3-({4-[cyclohexyl(3,4-dichlorophenyl)methyl]piperazin-1-yl}methyl)-4-(trifluoromethyl)phenyl]-4-methyl-1,4-diazepane C1(CCCCC1)C(N1CCN(CC1)CC=1C=C(C=CC1C(F)(F)F)N1CCN(CCC1)C)C1=CC(=C(C=C1)Cl)Cl